N-((5-chloro-8-hydroxyquinolin-7-yl)(pyridin-3-yl)methyl)cyclopropanecarboxamide ClC1=C2C=CC=NC2=C(C(=C1)C(NC(=O)C1CC1)C=1C=NC=CC1)O